C(C1=CC=CC=C1)N1CC2C(C1)CN(C2)C2=CC=CC=1N(C=NC12)C(=O)NCCCC1=CC=CC=C1 4-(5-benzylhexahydropyrrolo[3,4-c]pyrrol-2(1H)-yl)-N-(3-phenylpropyl)-1H-benzo[d]imidazole-1-carboxamide